palladium (II) trifluoromethanesulfonate FC(S(=O)(=O)[O-])(F)F.[Pd+2].FC(S(=O)(=O)[O-])(F)F